N-(3-bromoimidazo[1,2-a]pyridin-6-yl)-4-fluoro-3-methoxy-N-(2-methoxyethyl)benzamide BrC1=CN=C2N1C=C(C=C2)N(C(C2=CC(=C(C=C2)F)OC)=O)CCOC